1-(3-cyano-6-methyl-4-(trifluoromethyl)pyridin-2-yl)-N,3-dimethyl-N-(m-tolyl)-1H-pyrazole-5-carboxamide C(#N)C=1C(=NC(=CC1C(F)(F)F)C)N1N=C(C=C1C(=O)N(C=1C=C(C=CC1)C)C)C